FC=1C(=CC=2C3=C(NC(C2C1)=O)COCC3N(C(C3=CC(=NC=C3)F)=O)C)F N-(8,9-Difluoro-6-oxo-1,4,5,6-tetrahydro-2H-pyrano[3,4-c]isoquinolin-1-yl)-2-fluoro-N-methylisonicotinamide